N1=CC=C(C2=CC=CC=C12)CC(=O)[O-] 4-quinolyl-acetate